2-(3-(5-amino-6-(pyrimidin-5-yl)pyrazin-2-yl)-4-methylphenyl)-3,3,3-trifluoro-2-hydroxypropanamide trifluoroacetate FC(C(=O)O)(F)F.NC=1N=CC(=NC1C=1C=NC=NC1)C=1C=C(C=CC1C)C(C(=O)N)(C(F)(F)F)O